ClC=1C=C(C=CC1C)NC1=C(C=CC(=C1)F)C1=C(C(=NN1C)C(F)(F)F)C(=O)N (2-((3-chloro-4-methylphenyl)amino)-4-fluorophenyl)-1-methyl-3-trifluoromethyl-1H-pyrazole-4-carboxamide